1-(4-methoxyphenyl)-1H-indol-5-amine COC1=CC=C(C=C1)N1C=CC2=CC(=CC=C12)N